FC=1C=C(C=CC1NC1=NC=C(C=N1)C(F)(F)F)S(=O)(=O)N1CCC(CC1)CN1CCC(CC1)C1=CC=C2C(=NN(C2=C1)C)N1C(NC(CC1)=O)=O 1-(6-(1-((1-((3-fluoro-4-((5-(trifluoro-methyl)pyrimidin-2-yl)amino)phenyl)-sulfonyl)piperidin-4-yl)methyl)piperidin-4-yl)-1-methyl-1H-indazol-3-yl)dihydropyrimidine-2,4(1H,3H)-dione